4-[cyclopropyl-[4-(5,6,7,8-tetrahydro-1,8-naphthyridin-2-yl)butyl]amino]-2-(3-pyridylmethoxycarbonylamino)butanoic acid C1(CC1)N(CCC(C(=O)O)NC(=O)OCC=1C=NC=CC1)CCCCC1=NC=2NCCCC2C=C1